methyl 6-(difluoromethyl)pyridine-2-carboxylate FC(C1=CC=CC(=N1)C(=O)OC)F